Methyl 3-(1,4-dimethyl-1H-benzo[d][1,2,3]triazol-5-yl)-3-(3-(((R)-4-ethyl-3,4-dihydronaphtho[1,2-f][1,4]oxazepin-2(1H)-yl) methyl)-4-methylphenyl)-2,2-dimethylpropionate CN1N=NC2=C1C=CC(=C2C)C(C(C(=O)OC)(C)C)C2=CC(=C(C=C2)C)CN2C[C@H](OC1=C(C2)C2=CC=CC=C2C=C1)CC